tert-butyl ((1R,2S)-2-methylcyclopropyl)carbamate C[C@@H]1[C@@H](C1)NC(OC(C)(C)C)=O